IC1=CN(C2=CC=CC(=C12)OC)C 3-Iodo-4-methoxy-1-methyl-1H-indole